2-Chloro-N,N-diisopropylacetamide ClCC(=O)N(C(C)C)C(C)C